cis-ethyl (Z)-2-(3-oxo-2-(pent-2-en-1-yl)cyclopentyl)acetate O=C1[C@@H]([C@@H](CC1)CC(=O)OCC)C\C=C/CC